FC=1C2=C(C=NC1C)N=C(N2)C2=CC(=CN2)C(=O)C2=C(C=CC=C2)C(F)(F)F (5-(7-fluoro-6-methyl-1H-imidazo[4,5-c]pyridin-2-yl)-1H-pyrrol-3-yl)(2-(trifluoromethyl)phenyl)methanone